(2S,4R)-N1-(5-(2-cyclobutylpyridin-4-yl)-4-methylthiazol-2-yl)-4-(cyclopropanesulfonylamino)pyrrolidine-1,2-dicarboxamide C1(CCC1)C1=NC=CC(=C1)C1=C(N=C(S1)NC(=O)N1[C@@H](C[C@H](C1)NS(=O)(=O)C1CC1)C(=O)N)C